C(CC)C1SC2=C(S1)SC(S2)=S 5-propyl-1,3-dithiolo(4,5-d)-1,3-dithiole-2-thione